[1,1':2',1''-terphenyl]-4'-ylboronic acid C1(=CC=CC=C1)C=1C(=CC(=CC1)B(O)O)C1=CC=CC=C1